ClC1=C(C=CC=C1)[C@H]1CC[C@H](N1C(=O)C1=CC=C(C=C1)C1=C(C=CC=C1)O)C(=O)O (2S,5R)-5-(2-chlorophenyl)-1-(2'-hydroxy-[1,1'-biphenyl]-4-carbonyl)pyrrolidine-2-carboxylic acid